tert-butyl (1-(2-((6-(5-((1R)-1-((tert-butylsulfinyl)(ethyl)amino)ethyl)-2-methoxypyridin-3-yl)-[1,2,4]triazolo[1,5-a]pyrazin-8-yl)oxy)ethoxy)-6,6-difluoroheptan-3-yl)carbamate C(C)(C)(C)S(=O)N([C@H](C)C=1C=C(C(=NC1)OC)C=1N=C(C=2N(C1)N=CN2)OCCOCCC(CCC(C)(F)F)NC(OC(C)(C)C)=O)CC